NC1=C(C2=C(C(N1C1=C3C=NNC3=CC=C1Cl)=O)C1=C(S2)CCCC1)C(=O)N (R)-3-amino-2-(5-chloro-1H-indazol-4-yl)-1-oxo-1,2,6,7,8,9-hexahydrobenzo[4,5]thieno[3,2-c]pyridine-4-carboxamide